FC=1C(=C(C=CC1F)[C@H]1CO[C@H]([C@H]1C)C(C)C)OC (2R,3S,4S,5S)-3-(3,4-difluoro-2-methoxy-phenyl)-5-isopropyl-4-methyl-tetrahydrofuran